[Cl-].[Cl-].C(C)(C)=[Zr+2](C1=C(C=CC=2C3=CC=C(C=C3CC12)C(C)(C)C)C(C)(C)C)C1C=CC=C1 isopropylidene(cyclopentadienyl)(2,7-di-t-butylfluorenyl)zirconium dichloride